tert-butyl 4-[4-[3-cyano-4-(6-fluoro-3-pyridyl)pyrazolo[1,5-a]pyrazin-6-yl]phenyl]piperidine-1-carboxylate C(#N)C=1C=NN2C1C(=NC(=C2)C2=CC=C(C=C2)C2CCN(CC2)C(=O)OC(C)(C)C)C=2C=NC(=CC2)F